E-1,2-dichloroethylene Cl\C=C\Cl